2-hydroxy-3,6-dichlorobenzoic acid OC1=C(C(=O)O)C(=CC=C1Cl)Cl